N-methyl-N-carboxypropyl-Urea CN(C(=O)N)CCCC(=O)O